(1R,3R)-8-(6-amino-5-((2-amino-3-chloropyridin-4-yl)thio)pyrazin-2-yl)-3-methyl-8-azaspiro[4.5]decane-1-amine NC1=C(N=CC(=N1)N1CCC2(C[C@H](C[C@H]2N)C)CC1)SC1=C(C(=NC=C1)N)Cl